(triphenylphosphin) palladium (0) [Pd].C1(=CC=CC=C1)P(C1=CC=CC=C1)C1=CC=CC=C1